2-amino-9-bromo-3-(4-(piperazin-1-yl)phenoxy)-10H-chromeno[3,2-b]pyridin-10-one NC1=C(C=C2C(=N1)C(C=1C(=CC=CC1O2)Br)=O)OC2=CC=C(C=C2)N2CCNCC2